C(C)(=O)OCC1=CC=C(C=C1)OC(C)=O 4-acetoxybenzyl acetate